C(CCCCCCCCCCCCCCCCC)OC(C(C)C1=CC(=C(C(=C1)C(C)(C)C)O)C(C)(C)C)=O 3,5-di-tert-butyl-4-hydroxy-phenylpropionic acid octadecyl ester